NS(=NC(CC1=C2CCCC2=CC=C1C1=CC=CC=C1)=O)(=O)C1=CC=C(C=C1)CNC N-(amino(4-((methylamino)methyl)phenyl)(oxo)-λ6-sulfaneylidene)-2-(5-phenyl-2,3-dihydro-1H-inden-4-yl)acetamide